N-oleyl-N,N-di(2-hydroxyethyl)-N-methylammonium bis(trifluoromethanesulfonyl)imide [N-](S(=O)(=O)C(F)(F)F)S(=O)(=O)C(F)(F)F.C(CCCCCCC\C=C/CCCCCCCC)[N+](C)(CCO)CCO